N1=C(C=CC=C1)C1=NC2=C(N1)C=CC(=C2)CN (2-(pyridin-2-yl)-1H-benzo[d]imidazol-5-yl)methanamine